C1(CC1)S(=O)(=O)NC=1SC=C(N1)C(C(=O)NC1=CC=C(C=C1)C1=NC(=CN=C1)OC1CC1)CC 2-(2-(cyclopropanesulfonamido)thiazol-4-yl)-N-(4-(6-cyclopropoxypyrazin-2-yl)phenyl)butanamide